N1C(=CC=C1)NC=1NC=CC1 di(2-pyrrolyl)amine